tert-butyl (R)-((3-(2-(4,4-difluoroazepan-1-yl)-4-methyl-5-phenylnicotinamido)phenyl)(methyl)(oxo)-λ6-sulfaneylidene)carbamate FC1(CCN(CCC1)C1=C(C(=O)NC=2C=C(C=CC2)[S@](=O)(C)=NC(OC(C)(C)C)=O)C(=C(C=N1)C1=CC=CC=C1)C)F